3-[3-(naphthalen-1-yloxy)propyl]pyrazolo[1,5-a]pyridine-2-carboxylic acid hydrochloride Cl.C1(=CC=CC2=CC=CC=C12)OCCCC=1C(=NN2C1C=CC=C2)C(=O)O